2-(4-fluorophenyl)-6-(2-(4-methoxyphenoxy)ethoxy)-3-(5-methylthiazol-4-yl)-1H-indene-1-one FC1=CC=C(C=C1)C=1C(C2=CC(=CC=C2C1C=1N=CSC1C)OCCOC1=CC=C(C=C1)OC)=O